methyl (R)-2-(2-(benzyloxy)propanamido)-6-methoxyisonicotinate C(C1=CC=CC=C1)O[C@@H](C(=O)NC=1C=C(C(=O)OC)C=C(N1)OC)C